(S)-tert-butyl 8-(((2-(tert-butoxycarbonyl)-3-(4,4-difluorocyclohexyl)benzyl)oxy)methyl)-6-(1-(4-fluorobenzyl)-1H-pyrazole-4-carbonyl)-2,6-diazaspiro[3.4]octane-2-carboxylate C(C)(C)(C)OC(=O)C1=C(COC[C@@H]2CN(CC23CN(C3)C(=O)OC(C)(C)C)C(=O)C=3C=NN(C3)CC3=CC=C(C=C3)F)C=CC=C1C1CCC(CC1)(F)F